COC=1C=C2C(=NC=NC2=CC1OC)OC1=CC=C(C=C1)C(C(=O)NC1=CC(=CC(=C1)C(F)(F)F)N1C=NC(=C1)C)(F)F 2-(4-((6,7-dimethoxyquinazolin-4-yl)oxy)phenyl)-2,2-difluoro-N-(3-(4-methyl-1H-imidazol-1-yl)-5-(trifluoromethyl)phenyl)acetamide